BrC=1C=C2C(=NNC2=CC1)CCC1N(CCC2=CC(=C(C=C12)OCC)OC)C(=O)N1CCOCC1 (1-(2-(5-bromo-1H-indazol-3-yl)ethyl)-7-ethoxy-6-methoxy-3,4-dihydroisoquinolin-2(1H)-yl)(morpholinyl)methanone